2-(dimethylamino)-1-(4-(6-(4-isopropyl-5-(8-methoxy-[1,2,4]triazolo[1,5-a]pyridin-6-yl)-1H-pyrazol-3-yl)pyridin-3-yl)piperidin-1-yl)ethan-1-one CN(CC(=O)N1CCC(CC1)C=1C=NC(=CC1)C1=NNC(=C1C(C)C)C=1C=C(C=2N(C1)N=CN2)OC)C